OCCOC(=O)C=1C=C(C=C(C1)C(=O)OCCO)S(=O)(=O)[O-].[Li+] lithium 3,5-di(β-hydroxyethoxycarbonyl)benzenesulfonate